CC1=CN=C2N1C=C(C=C2C(=O)NC2=CC(=CC=C2)C2(CC(C2)CC#N)C2=NN=CN2C)CN2C[C@H](CCC2)C 3-methyl-6-{[(3S)-3-methylpiperidin-1-yl]methyl}-N-{3-[(1S,3S)-3-(cyanomethyl)-1-(4-methyl-1,2,4-triazol-3-yl)cyclobutyl]phenyl}imidazo[1,2-a]pyridine-8-carboxamide